ethyl-3-(1-adamantylmethyl)-3-(ethoxycarbonyl)thiourea C(C)NC(=S)N(C(=O)OCC)CC12CC3CC(CC(C1)C3)C2